ClC=1C=C(C(=O)N2CC=3C(=NN4C3C(N(CC(C4)=C)C)=O)C[C@H]2C)C=CC1Cl (3R)-2-(3,4-Dichlorobenzoyl)-3,10-dimethyl-8-methylidene-1,2,3,4,7,8,9,10-octahydro-11H-pyrido[4',3':3,4]pyrazolo[1,5-a][1,4]diazepin-11-one